2-[1-[6-Methyl-2-[(1S)-1-methylisoindolin-2-yl]-4-oxo-chromen-8-yl]ethylamino]benzoic acid CC=1C=C2C(C=C(OC2=C(C1)C(C)NC1=C(C(=O)O)C=CC=C1)N1[C@H](C2=CC=CC=C2C1)C)=O